8-bromo-5-(methylthio)-[1,2,4]triazolo[4,3-c]pyrimidine BrC=1C=2N(C(=NC1)SC)C=NN2